5-chloro-2-(2-cyclopropyl-4-fluorobenzyl)-N-(2-methoxypyridin-4-yl)-4-(trifluoromethyl)benzamide ClC=1C(=CC(=C(C(=O)NC2=CC(=NC=C2)OC)C1)CC1=C(C=C(C=C1)F)C1CC1)C(F)(F)F